4-{4-[2-(2,6-dioxo-piperidin-3-yl)-1-oxo-2,3-dihydro-1H-isoindol-4-yl-oxymethyl]-benzoyl}-piperazine-1-carboxylic acid O=C1NC(CCC1N1C(C2=CC=CC(=C2C1)OCC1=CC=C(C(=O)N2CCN(CC2)C(=O)O)C=C1)=O)=O